ethyl 3-(4-(aminomethyl)-4-phenylpiperidin-1-yl)-6-(2,3-dichlorophenyl)-5-methylpyrazine-2-carboxylate NCC1(CCN(CC1)C=1C(=NC(=C(N1)C)C1=C(C(=CC=C1)Cl)Cl)C(=O)OCC)C1=CC=CC=C1